COC1=CC=C2C3(CC=4C(=NOC4C2=C1)C(=O)OCC)CC3 rac-ethyl 8'-methoxy-4'H-spiro[cyclopropane-1,5'-naphtho[2,1-d]isoxazole]-3'-carboxylate